C1(CC1)N1N=CC(=C1)C1OCCC(C1)C1=NC2=NC(=CN=C2C(=N1)C12CC(C1)(C2)C(F)(F)F)C 2-(2-(1-cyclopropyl-1H-pyrazol-4-yl)tetrahydro-2H-pyran-4-yl)-7-methyl-4-(3-(trifluoromethyl)bicyclo[1.1.1]pentan-1-yl)pteridine